F[C@H]1[C@@](COC1)(C)N1CCN(CC1)C=1C=C2C=C(N=CC2=CC1C)NC(=O)[C@@H]1[C@@H]([C@H]1C=1C=NN(C1)C)C (1R,2R,3R)-N-[6-[4-((3S,4S)-4-fluoro-3-methyl-tetrahydrofuran-3-yl)piperazin-1-yl]-7-methyl-3-isoquinolinyl]-2-methyl-3-(1-methylpyrazol-4-yl)cyclopropanecarboxamide